CS(=O)(=O)OCCCC=1C=NN(C(C1)=O)C1OCCCC1 3-(6-oxo-1-tetrahydropyran-2-yl-pyridazin-4-yl)propyl methanesulfonate